2-chloro-N,N-dimethylthieno[2,3-d]pyrimidin-4-amine CN(C)C1=C2C=CSC2=NC(=N1)Cl